C(C)(C)OC1=NN(C=C1C(=O)N)C (3-isopropoxy-methyl-1H-pyrazol-4-yl)carboxamide